N4-(2-(dimethylamino)pyridin-3-yl)-5-iodo-N2-(2-methoxy-5-methyl-4-(4-methylpiperazin-1-yl)phenyl)pyrimidine-2,4-diamine CN(C1=NC=CC=C1NC1=NC(=NC=C1I)NC1=C(C=C(C(=C1)C)N1CCN(CC1)C)OC)C